FC=1C(=C(C=CC1)C1CCN(CC1)C(=O)C1=NNC2=C1CN(CC2)C#N)C(F)(F)F 3-(4-(3-Fluoro-2-(trifluoromethyl)phenyl)piperidine-1-carbonyl)-6,7-dihydro-1H-pyrazolo[4,3-c]pyridine-5(4H)-carbonitrile